NCCCN1C[C@@H](N(CC1)C(CCC1=CC=C(C=C1)C1=CC=C(C=C1)CCCCNC(=N)NC(=O)C1=NC(=C(N=C1N)N)Cl)=O)C(=O)O (R)-4-(3-aminopropyl)-1-(3-(4'-(4-(3-(3,5-diamino-6-chloropyrazine-2-carbonyl)guanidino)butyl)-[1,1'-biphenyl]-4-yl)propanoyl)piperazine-2-carboxylic acid